5'-cyano-2'-fluoro-[1,1'-biphenyl]-4-carboxylic acid C(#N)C=1C=CC(=C(C1)C1=CC=C(C=C1)C(=O)O)F